BrC=1C=C(C=CC1)[C@H]1SCC[C@H](NC1=O)CNCC(F)(F)F (2R,5S)-2-(3-bromophenyl)-5-[(2,2,2-trifluoroethylamino)methyl]-1,4-thiazepan-3-one